C(CCCCCCCCC)NC([O-])=O N-decylcarbamate